O=C1NC(CCC1N1C(C2=CC=C(C=C2C1)C(=O)O)=O)=O 2-(2,6-dioxopiperidin-3-yl)-1-oxo-2,3-dihydro-1H-isoindole-5-carboxylic acid